5-[[2-[(2R,5R)-5-methyl-2-(6-oxo-1H-pyridin-3-yl)-1-piperidyl]-2-oxo-acetyl]amino]pyridine-3-carboxamide C[C@@H]1CC[C@@H](N(C1)C(C(=O)NC=1C=C(C=NC1)C(=O)N)=O)C1=CNC(C=C1)=O